OC1=C(C#N)C=CC(=N1)[C@H]1[C@@H](C1)C |r| 2-hydroxy-6-((1rs,2rs)-2-methylcyclopropyl)nicotinonitrile